C(C)(C)C12CC(C1)(C2)CC(=O)N (3-isopropylbicyclo[1.1.1]pentan-1-yl)acetamide